ClC(C(=O)OC(CCC)O)=C 1-hydroxybutyl α-chloroacrylate